diphenylsilylidene-(cyclopentadienyl)(9-fluorenyl)hafnium C1(=CC=CC=C1)[Si](C1=CC=CC=C1)=[Hf](C1C2=CC=CC=C2C=2C=CC=CC12)C1C=CC=C1